C(#N)C1=C(C=C(C=C1)OC(=O)N1CC(C[C@H](C1)N1C(CCC1)=O)(F)F)F (5R)-3,3-difluoro-5-(2-oxopyrrolidin-1-yl)piperidine-1-carboxylic acid 4-cyano-3-fluorophenyl ester